tert-butyl 2-chloro-5-oxo-7H-pyrrolo[3,4-d]pyrimidine-6-carboxylate ClC=1N=CC2=C(N1)CN(C2=O)C(=O)OC(C)(C)C